3-(hydroxy(5-(N'-hydroxycarbamimidoyl)pyridin-3-yl)(4-(pentafluoro-λ6-sulfaneyl)phenyl)methyl)-3-methylazetidine-1-carboxylic acid tert-butyl ester C(C)(C)(C)OC(=O)N1CC(C1)(C)C(C1=CC=C(C=C1)S(F)(F)(F)(F)F)(C=1C=NC=C(C1)C(N)=NO)O